5-Amino-1-(4,4-difluoropyridin-3-yl)-3-[3-fluoro-4-[[(2-methoxybenzoyl)amino]methyl]phenyl]pyrazole-4-carboxamide NC1=C(C(=NN1C1C=NC=CC1(F)F)C1=CC(=C(C=C1)CNC(C1=C(C=CC=C1)OC)=O)F)C(=O)N